CC1(C2=CC=CC=C2C=2C=CC(=CC12)[TeH])C 9,9-dimethylfluorene-2-tellurol